6-bromo-7-chloro-2,8-difluoro-quinoline BrC=1C=C2C=CC(=NC2=C(C1Cl)F)F